Methyl 2-(7-iodo-6-methyl-1-oxo-3,4-dihydroisoquinolin-2(1H)-yl)acetate IC1=C(C=C2CCN(C(C2=C1)=O)CC(=O)OC)C